4-[4-bromo-6-(2-fluoro-6-methyl-phenyl)-3-hydroxy-pyridin-2-yl]-4-oxo-butyric acid ethyl ester C(C)OC(CCC(=O)C1=NC(=CC(=C1O)Br)C1=C(C=CC=C1C)F)=O